1,1,3,3,5,5-hexaphenyl-7,7-dimethylcyclotetrasiloxane C[Si]1(O[Si](O[Si](O[Si](O1)(C2=CC=CC=C2)C3=CC=CC=C3)(C4=CC=CC=C4)C5=CC=CC=C5)(C6=CC=CC=C6)C7=CC=CC=C7)C